(R)-1-chloro-3-(4-(2-(4-((R)-2-hydroxy-3-(4-(hydroxymethyl)-5-iodo-1H-1,2,3-triazol-1-yl)propoxy)phenyl)propan-2-yl)-2-iodophenoxy)propan-2-ol ClC[C@@H](COC1=C(C=C(C=C1)C(C)(C)C1=CC=C(C=C1)OC[C@@H](CN1N=NC(=C1I)CO)O)I)O